aminopropyl-tris(2-methoxy-ethoxy)silane NCCC[Si](OCCOC)(OCCOC)OCCOC